FC=1C=NC(=NC1)C[C@@H]1CNCC1 (R)-5-fluoro-2-(pyrrolidin-3-ylmethyl)pyrimidine